2-(3,8-diazabicyclo[3.2.1]octan-8-yl)-6-((4-fluorobenzyl)sulfonyl)-5,6,7,8-tetrahydro-1,6-naphthyridine C12CNCC(CC1)N2C2=NC=1CCN(CC1C=C2)S(=O)(=O)CC2=CC=C(C=C2)F